ethyl 2,4,6-triisopropylphenylacetate C(C)(C)C1=C(C(=CC(=C1)C(C)C)C(C)C)CC(=O)OCC